acryloyloxy(amine) C(C=C)(=O)ON